BrC=1C=C(C=CC1OC1=CC=CC=C1)C1=NC2=CC(=C(C=C2C(=N1)N)OCCOC)OCCOC (3-bromo-4-phenoxyphenyl)-6,7-bis(2-methoxyethoxy)quinazolin-4-amine